(1r,5s,6r)-6-ethynyl-3-azabicyclo[3.1.0]hexane-3-carboxylic acid tert-butyl ester C(C)(C)(C)OC(=O)N1C[C@@H]2C([C@@H]2C1)C#C